(3-cyanopropyl)-1H-imidazole-2-carboxylic acid C(#N)CCCN1C(=NC=C1)C(=O)O